tert-Butyl 3-(2-chloro-7-isopropyl-purin-6-yl)-3,8-diazabicyclo[3.2.1]octane-8-carboxylate ClC1=NC(=C2N(C=NC2=N1)C(C)C)N1CC2CCC(C1)N2C(=O)OC(C)(C)C